C1(CCCC1)NC=1SC=C(N1)B(O)O 2-(CYCLOPENTYLAMINO)THIAZOLE-4-BORONIC ACID